C(CCC)OC(C=CC1=CC=CC=C1)=O Cinnamic acid butyl ester